FC=1C(=C(C=C(C1)C=1C=NNC1)O)C=1SC(=NN1)N(C1CC(NC(C1)(C)C)(C)C)C 3-fluoro-2-(5-(methyl(2,2,6,6-tetramethylpiperidin-4-yl)amino)-1,3,4-thiadiazol-2-yl)-5-(1H-pyrazol-4-yl)phenol